CC=1C=C(C=C(C1)C)C=1N=CC=C2C1SC=C2 7-(3,5-Dimethylphenyl)thieno[2,3-c]pyridine